2-cyclohexylamino-4,6-dimercapto-s-triazine C1(CCCCC1)NC1=NC(=NC(=N1)S)S